C(#N)C1=C(C(C(=CN1C1CCC1)C(=O)N)=O)C1=CC=C(C=C1)F 6-cyano-5-(4-fluorophenyl)-1-cyclobutyl-4-oxo-1,4-dihydropyridine-3-carboxamide